C1=CC=CC=2C3=CC=CC=C3C(C12)COC(=O)N1[C@H]2C[C@H]2C[C@H]1[C@@H]([C@H](C(=O)O)C)OC (2R,3R)-3-((1S,3S,5S)-2-(((9H-fluoren-9-yl)methoxy)carbonyl)-2-azabicyclo[3.1.0]hex-3-yl)-3-methoxy-2-methylpropionic acid